C[C@@H]1COCCN1C1=NNC(=C1)C(=O)OCC ethyl (R)-3-(3-methylmorpholino)-1H-pyrazole-5-carboxylate